2-Bromo-4-(2-hydroxy-1-phenylethoxy)-6-iodopyridin-3-ol BrC1=NC(=CC(=C1O)OC(CO)C1=CC=CC=C1)I